3-hexyl-terephthalaldehyde C(CCCCC)C=1C=C(C=O)C=CC1C=O